(+-)-cis-N-[8-amino-6-(3-methyl-4-pyridinyl)-3-isoquinolinyl]-2-fluoro-cyclopropanecarboxamide NC=1C=C(C=C2C=C(N=CC12)NC(=O)[C@H]1[C@H](C1)F)C1=C(C=NC=C1)C |r|